ClC=1C=2N(C=C(C1)C=1N=C3N(N=C(C=C3)C3CCN(CC3)CC)C(C1)=O)C=C(N2)C 2-(8-chloro-2-methylimidazo[1,2-a]pyridin-6-yl)-7-(1-ethylpiperidin-4-yl)-4H-pyrimido[1,2-b]pyridazin-4-one